5-bromo-7-phenyl-7H-benzo[c]carbazole BrC1=CC=2N(C=3C=CC=CC3C2C2=C1C=CC=C2)C2=CC=CC=C2